FC1=C(CC=2C=C3C(=NC2)NN=C3C3=CC=C(C=C3)C(=O)N3CC(CCC3)O)C=C(C=C1)F (4-(5-(2,5-difluorobenzyl)-1H-pyrazolo[3,4-b]pyridin-3-yl)phenyl)(3-hydroxypiperidin-1-yl)methanone